2-chloro-N-(2-chloro-5-(1,3-dioxo-1,3,4,5,6,7-hexahydro-2H-isoindol-2-yl)-4-fluorophenyl)acetamide ClCC(=O)NC1=C(C=C(C(=C1)N1C(C=2CCCCC2C1=O)=O)F)Cl